CS(=O)(=O)C1=CC=C(C=C1)C=1C=CC2=C([C@H]3N(CC[C@@H]2C3)CCCO)C1 3-((1S,5R)-8-(4-(Methylsulfonyl)phenyl)-1,3,4,5-tetrahydro-2H-1,5-methanobenzo[c]azepin-2-yl)propan-1-ol